5-{chloro[(1R)-2,2-difluorocyclopropyl]methyl}-1H-1,2,4-triazole hydrogen chloride Cl.ClC(C1=NC=NN1)[C@H]1C(C1)(F)F